ClC1=NC=CC(=N1)C(=O)NC=1C=CC2=C(N=C(S2)C)C1N1C[C@@H](CC1)NC(OC(C)(C)C)=O tert-butyl (R)-(1-(5-(2-chloropyrimidine-4-carboxamido)-2-methylbenzo[d]thiazol-4-yl)pyrrolidin-3-yl)carbamate